(1r,3r,5s)-8-(9-(4-chloro-2-ethyl-2H-indazol-5-yl)-7H-imidazo[1,2-c]pyrrolo[3,2-e]pyrimidin-5-yl)-8-azabicyclo[3.2.1]octane-3-amine ClC=1C2=CN(N=C2C=CC1C1=CNC2=C1C=1N(C(=N2)N2[C@H]3CC(C[C@@H]2CC3)N)C=CN1)CC